O1[C@@H](CC1)CN1C(=NC2=C1C=C(C=C2)C(=O)O)CN2CCC(CC2)C2=NC(=CC=C2)OCC=2C=C1C=CC=NC1=CC2 (S)-1-(oxetan-2-ylmethyl)-2-((4-(6-(Quinolin-6-ylmethoxy)pyridin-2-yl)piperidin-1-yl)methyl)-1H-benzo[d]imidazole-6-carboxylic acid